BrC1=C(SC(=C1)N1CCOCC1)C(=O)OC methyl 3-bromo-5-morpholinothiophene-2-carboxylate